2''-bromo-7''-methyldispiro[[1,3]dioxolane-2,1'-cyclohexane-4',1''-indene] BrC=1C2(C3=C(C=CC=C3C1)C)CCC1(CC2)OCCO1